1-((1-ethyl-1H-imidazol-4-yl)methyl)-1H-thieno[2,3-d]imidazole-5-carboxylic acid C(C)N1C=NC(=C1)CN1C=NC2=C1C=C(S2)C(=O)O